COC1=C(C=CC=C1)C=1C(=CN=NC1)C(=O)NC=1SC2=NC(=CC=C2N1)C(=O)O 2-(5-(2-methoxyphenyl)pyridazine-4-carboxamido)thiazolo[5,4-b]pyridine-5-carboxylic acid